ClC(C(F)(F)S(C1=CC=C(C=C1)C1=CC=CC=C1)(F)(F)(F)F)(F)F 4-(2-chlorotetrafluoroethyltetrafluoro-λ6-sulfanyl)biphenyl